6-chloro-N-[3-chloro-4-(2,2,2-trifluoroethoxy)phenyl]pyrido[3,2-d]pyrimidin-4-amine ClC=1C=CC=2N=CN=C(C2N1)NC1=CC(=C(C=C1)OCC(F)(F)F)Cl